COC(=O)C1C2CCC(C1NC1=NC(=NC=C1F)Cl)CC2.FC=2C=C(C(=O)NC1=C(C(=CC=C1)C(=O)C=1C=C3N=C(C=NC3=CC1)N1CCOCC1)F)C=CC2 3-fluoro-N-(2-fluoro-3-(3-morpholinoquinoxaline-6-carbonyl)phenyl)benzamide (+/-)-trans-methyl-3-((2-chloro-5-fluoropyrimidin-4-yl)amino)bicyclo[2.2.2]octane-2-carboxylate